N6-(2,5-Dichlorobenzyl)-3'-aminoadenosine ClC1=C(CNC=2C=3N=CN([C@H]4[C@H](O)[C@](O)([C@@H](CO)O4)N)C3N=CN2)C=C(C=C1)Cl